C(#N)N1[C@H]2[C@@H](C[C@@H]1CC2)NC(=O)C=2C=C1CCN(C1=CC2)C2=NC=CC(=N2)C#N N-((1R,2R,4S)-7-cyano-7-azabicyclo[2.2.1]heptan-2-yl)-1-(4-cyano-2-pyrimidinyl)-2,3-dihydro-1H-indole-5-carboxamide